COC1=CC=2N(C=C1C(=O)NC1=NC(=CC=C1)OC)C=C(N2)C2CC1(C2)COCC1 7-methoxy-N-(6-methoxypyridin-2-yl)-2-(6-oxaspiro[3.4]oct-2-yl)imidazo[1,2-a]pyridine-6-carboxamide